1-benzoyl-3-phenylbicyclo[2.1.1]hex-2-en-2-yl-N-benzylmethanesulfonamide C(C1=CC=CC=C1)(=O)C12C(=C(C(C1)C2)C2=CC=CC=C2)CS(=O)(=O)NCC2=CC=CC=C2